N1=C(C=CC=C1)C#CC=1N=C(SC1)N 4-(pyridin-2-ylethynyl)thiazol-2-amine